NC1=NC=NN2C1=C(C=C2C=2C=C(C(=NC2)OC)C(=O)N[C@@H]2CN(C[C@@H]2F)C(C(C)(C)F)=O)CN2CCC(CC2)(F)F 5-{4-amino-5-[(4,4-difluoropiperidin-1-yl)methyl]pyrrolo[2,1-f][1,2,4]triazin-7-yl}-N-[(3R,4S)-4-fluoro-1-(2-fluoro-2-methylpropanoyl)pyrrolidin-3-yl]-2-methoxypyridine-3-carboxamide